Cl.BrC=1C=NC(=NC1)C[C@H](C(=O)O)[C@@H]1CNCC1 (2S)-3-(5-Bromopyrimidin-2-yl)-2-[(3R)-pyrrolidin-3-yl]propanoic acid hydrochloride